2-[3-(2-oxo-2-(4-t-butoxycarbonylanilino)-ethyl)-1H-indol-2-yl]-acetic acid isopropyl ester C(C)(C)OC(CC=1NC2=CC=CC=C2C1CC(NC1=CC=C(C=C1)C(=O)OC(C)(C)C)=O)=O